C(C)(C)(C)[S@](=O)NC(CCC1CC1)(C1=NC=CC=C1)C=1C=CC(=C(C1)NC(=O)[C@@H]1N(C[C@@H](C1)OC)C(=O)OCC1=CC=CC=C1)F benzyl (2R,4R)-2-((5-((+)-1-(((S)-tert-butylsulfinyl) amino)-3-cyclopropyl-1-(pyridin-2-yl) propyl)-2-fluorophenyl) carbamoyl)-4-methoxypyrrolidine-1-carboxylate